C1(CC1)C1=NC=NC(=C1C=1N=C(C2=C(N1)C=C(N2)C)OCC=2C=NC(=C(C2)F)C=2N(C=C(N2)C(F)(F)F)C)OC(F)F 2-[4-cyclopropyl-6-(difluoromethoxy)pyrimidin-5-yl]-4-[[5-fluoro-6-[1-methyl-4-(trifluoromethyl)imidazol-2-yl]-3-pyridyl]methoxy]-6-methyl-5H-pyrrolo[3,2-d]pyrimidine